carbamoyl-choline C(N)(=O)OCC[N+](C)(C)C